ClC=1N=NC(=CC1OC(C)NCC1=C(C=C(C=C1)OC)OC)Cl (3,6-dichloropyridazin-4-yl)oxy-N-[(2,4-dimethoxyphenyl)methyl]ethanamine